C=1N=CN2C1C(=CC=C2)C(=O)N2C[C@H]([C@@H](CC2)C2=CC=CC=C2)NC(=O)C2=CC=1C=NC=CC1N2 N-((3S,4S)-1-(imidazo[1,5-a]pyridine-8-carbonyl)-4-phenylpiperidin-3-yl)-1H-pyrrolo[3,2-c]pyridine-2-carboxamide